NC=1C2=C(N=CN1)NC=C2C2=CC=C(C=C2)NC(=O)NC2=CC(=CC=C2)OC(F)(F)F 1-(4-(4-Amino-7H-pyrrolo[2,3-d]pyrimidin-5-yl)phenyl)-3-(3-(trifluoromethoxy)phenyl)urea